O1C(CCCCCCCCCC\C=C\CC1)=O (E)-oxacyclohexadecan-13-en-2-one